5-(2-(4-(tert-butyl)-1H-imidazol-1-yl)-3-fluoro-5-isocyanatophenyl)-2-trityl-2H-tetrazole C(C)(C)(C)C=1N=CN(C1)C1=C(C=C(C=C1F)N=C=O)C=1N=NN(N1)C(C1=CC=CC=C1)(C1=CC=CC=C1)C1=CC=CC=C1